O1C2C(N(CC1)C(=O)C1=NOC(=N1)C1=C(C(=C(C(=C1)F)F)O)F)CCC2 (hexahydrocyclopenta[b][1,4]oxazin-4(4aH)-yl)(5-(2,4,5-trifluoro-3-hydroxyphenyl)-1,2,4-oxadiazol-3-yl)methanone